FCCNC1=CC=CC=C1 N-(2-fluoroethyl)aniline